N-allyl-4-bromo-2-iodo-benzamide C(C=C)NC(C1=C(C=C(C=C1)Br)I)=O